((2S,3S)-3-(2-nitrophenyl)-1,4-dioxaspiro[4.4]non-2-yl)methanol methyl-7-(4-methoxybenzyl)-2-(methylthio)-7H-pyrrolo[2,3-d]pyrimidine-6-carboxylate CC=1C2=C(N=C(N1)SC)N(C(=C2)C(=O)OC[C@@H]2OC1(O[C@H]2C2=C(C=CC=C2)[N+](=O)[O-])CCCC1)CC1=CC=C(C=C1)OC